FC1=C(CN2C(=NC=3C=NC(=C(C32)C3=CC=CC=C3)C)C)C(=CC(=C1)SC)F 1-(2,6-difluoro-4-(methylthio)benzyl)-2,6-dimethyl-7-phenyl-1H-imidazo[4,5-c]pyridine